C(C)S(=O)(=O)C=1C=C(C=NC1C1=NC2=C(C=NC(=C2)C(F)(F)F)N1C)C(=O)Cl 5-ethylsulfonyl-6-[3-methyl-6-(trifluoromethyl)imidazo[4,5-c]pyridin-2-yl]pyridine-3-carbonyl chloride